C(CCCCCC(=O)O)(=O)O.N[C@@H](CCCCN)C(=O)O lysine pimelate salt